C(C)SC1=NC(=C2N=CN(C2=N1)C)N 2-(ethylthio)-9-methyl-9H-purin-6-amine